CCCCC/C=C\\C/C=C\\C/C=C\\C=C\\[C@H](CCCC(=O)[O-])O The molecule is an icosanoid anion that is the conjugate base of 5(S)-HETE, obtained by deprotonation of the hydroxy group; major species at pH 7.3. It is a polyunsaturated fatty acid anion, a long-chain fatty acid anion, an icosanoid anion, a hydroxy fatty acid anion and a HETE anion. It is a conjugate base of a 5(S)-HETE.